(R)-N-((R)-1-(3-amino-5-(trifluoromethyl)phenyl)ethyl)-6-bromo-2-methyl-2,3-dihydroimidazo[1,2-a]pyridine-8-carboxamide NC=1C=C(C=C(C1)C(F)(F)F)[C@@H](C)NC(=O)C=1C=2N(C=C(C1)Br)C[C@H](N2)C